6-[[4-(6-methoxy-1H-indazol-4-yl)triazol-1-yl]methyl]-3-[3-(cyclobutyl-methylamino)-1-piperidyl]-1H-pyridin-2-one COC1=CC(=C2C=NNC2=C1)C=1N=NN(C1)CC1=CC=C(C(N1)=O)N1CC(CCC1)N(C)C1CCC1